6-((2S,4S)-2-benzyl-4-methylazepan-1-yl)-4-morpholinopyridin-2(1H)-one C(C1=CC=CC=C1)[C@H]1N(CCC[C@@H](C1)C)C1=CC(=CC(N1)=O)N1CCOCC1